tert-butyl 4-[4-[3-[3-[[ethyl(methyl)sulfamoyl]amino]-2,6-difluoro-benzoyl]-1H-pyrrolo[2,3-b]pyridin-5-yl]-2,6-difluoro-phenyl]piperazine-1-carboxylate C(C)N(S(=O)(=O)NC=1C(=C(C(=O)C2=CNC3=NC=C(C=C32)C3=CC(=C(C(=C3)F)N3CCN(CC3)C(=O)OC(C)(C)C)F)C(=CC1)F)F)C